COC(=O)C1=NC=C(N=C1)Cl.C1(CC1)N([C@H]1CN(CC1)C=1N=CC(=NC1)C(=O)NC=1C=C(C=2N(C1)C=C(N2)C)F)C (R)-5-(3-(Cyclopropyl(methyl)amino)pyrrolidin-1-yl)-N-(8-fluoro-2-methylimidazo[1,2-a]pyridin-6-yl)pyrazine-2-carboxamide Methyl-5-chloropyrazine-2-carboxylate